ethyl (5-(hydroxymethyl)-2-methoxybenzyl)(methyl)phosphinate OCC=1C=CC(=C(CP(OCC)(=O)C)C1)OC